N-(3-(pyridazin-4-ylamino)phenyl)-4-(pyridin-4-ylamino)benzamide N1=NC=C(C=C1)NC=1C=C(C=CC1)NC(C1=CC=C(C=C1)NC1=CC=NC=C1)=O